Octyl salicylate (2-ethylhexyl 2-hydroxybenzoate) C(C)C(CC=1C(=C(C(=O)O)C=CC1)O)CCCC.C(C=1C(O)=CC=CC1)(=O)OCCCCCCCC